OC1(C(N(CC1)C)=O)C=1C=NN(C1)C1=NC(=CC=C1)C1=NC(=NC=C1)S(=O)(=O)C 3-hydroxy-1-methyl-3-(1-(6-(2-(methylsulfonyl)pyrimidin-4-yl)pyridin-2-yl)-1H-pyrazol-4-yl)pyrrolidin-2-one